methacrylic acid amide, methacrylic acid salt C(C(=C)C)(=O)O.C(C(=C)C)(=O)N